ClC=1C=C(C=C(C1CC1=C(C(=C(C=C1)O)C(C)C)F)Cl)CCC(=O)Cl 3-(3,5-dichloro-4-(2-fluoro-4-hydroxy-3-isopropylbenzyl)phenyl)propionyl chloride